ClC=1C=C(C=CC1C#N)N1CC2(C[C@@H]1C)CCN(CC2)C2=CC=C(C(=O)N1CCC(CC1)N1CCN(CC1)C=1C=CC(=NC1)C(=O)N[C@H]1C(NC(CC1)=O)=O)C=C2 5-(4-(1-(4-((S)-2-(3-Chloro-4-cyanophenyl)-3-methyl-2,8-diazaspiro[4.5]decan-8-yl)benzoyl)piperidin-4-yl)piperazin-1-yl)-N-((R)-2,6-dioxopiperidin-3-yl)picolinamide